1-(4-methoxybenzyl)-3a,7a-dihydro-1H-pyrazolo[3,4-b]pyridine-4-carboxylic acid sodium salt [Na+].COC1=CC=C(CN2N=CC3C2N=CC=C3C(=O)[O-])C=C1